acetylerucic acid C(C)(=O)C(C(=O)O)CCCCCCCCCC\C=C/CCCCCCCC